FC(C(=O)[O-])(F)F.C[NH2+]C N,N-dimethyl-ammonium trifluoroacetate